FC(C(=O)O)(F)F.FC(C(=O)O)(F)F.FC(C(=O)O)(F)F.FC(C(=O)O)(F)F.C12=CC=C(N1)C=C1C=CC(=N1)C=C1C=CC(N1)=CC=1C=CC(N1)=C2 porphyrin tetratrifluoroacetate